p-allylphenol C(C=C)C1=CC=C(C=C1)O